tert-butyl ((2R,3S)-8-bromo-2-methyl-4-oxo-2,3,4,5-tetrahydro-1H-pyrido[2,3-b][1,4]diazepin-3-yl)carbamate BrC1=CC2=C(NC([C@H]([C@H](N2)C)NC(OC(C)(C)C)=O)=O)N=C1